B(O)(O)C1=CC=C(C=C1)C1(CC1)C(=O)O 1-(4-boronophenyl)cyclopropanecarboxylic acid